tert-butyl N-(tert-butoxycarbonyl)-N-{4'-[(4-methyl-6-propanoylpyridin-3-yl)amino]-[4,5'-bipyrimidin]-6-yl}carbamate C(C)(C)(C)OC(=O)N(C(OC(C)(C)C)=O)C1=CC(=NC=N1)C=1C(=NC=NC1)NC=1C=NC(=CC1C)C(CC)=O